3-(γ-methacryloxypropyl)-tetrahydro-1,3-oxazine C(C(=C)C)(=O)OCCCN1COCCC1